ethyl 2-[(6R)-3-[(1,3-benzothiazol-2-yl)amino]-6-(benzyloxy)-4-methyl-5H,6H,7H,8H-pyrido[2,3-c]pyridazin-8-yl]-1,3-thiazole-4-carboxylate S1C(=NC2=C1C=CC=C2)NC2=C(C1=C(N=N2)N(C[C@@H](C1)OCC1=CC=CC=C1)C=1SC=C(N1)C(=O)OCC)C